COC=1C=C(C=CC1)C=1C2=C(N=CN1)N(C=C2)C 4-(3-methoxyphenyl)-7-methyl-7H-pyrrolo[2,3-d]pyrimidine